N1N=NC(=C1)C(=O)O.C(C)(C)C=1NC(=NN1)C1=CC=CC=C1 5-isopropyl-3-phenyl-4H-1,2,4-triazole (triazolate)